2-((2-chloro-5-cyano-3-((2S)-2-methyl-4-(2-oxoazepan-3-yl)piperazin-1-yl)phenyl)amino)-4-(cyclopropylamino)pyrazolo[1,5-a][1,3,5]triazine-8-carbonitrile ClC1=C(C=C(C=C1N1[C@H](CN(CC1)C1C(NCCCC1)=O)C)C#N)NC1=NC=2N(C(=N1)NC1CC1)N=CC2C#N